ClC1=CC(=C(COC2=CC=CC(=N2)C2CCN(CC2)CC2=NC3=C(N2CC(C)(C)OC)C=C(C=C3)C(=O)O)C=C1)F 2-[(4-{6-[(4-chloro-2-fluorobenzyl)oxy]pyridin-2-yl}piperidin-1-yl)methyl]-1-(2-methoxy-2-methylpropyl)-1H-benzimidazole-6-carboxylic acid